1-(2-propylbenzo[d]oxazol-6-yl)-3-(m-tolyl)urea C(CC)C=1OC2=C(N1)C=CC(=C2)NC(=O)NC=2C=C(C=CC2)C